4-chloro-1H-imidazo[4,5-c]Pyridine ClC1=NC=CC2=C1N=CN2